methyl 1-(benzenesulfonyl)pyrrolo[2,3-c]pyridine-5-carboxylate C1(=CC=CC=C1)S(=O)(=O)N1C=CC=2C1=CN=C(C2)C(=O)OC